ClC1=CC=C(C=C1)C(C)(C)N1C[C@@](CC1)(CCC1=CC=C(C=C1)S(=O)(=O)C)COCC (S)-1-(2-(4-chlorophenyl)propan-2-yl)-3-(ethoxymethyl)-3-(4-(methylsulfonyl)phenethyl)pyrrolidine